tert-butyl (tert-butoxycarbonyl)(7-(6-(1-(1-(4-fluorophenyl)ethyl)-1H-pyrazol-4-yl)pyridin-2-yl)-[1,2,4]triazolo[1,5-a]pyridin-2-yl)carbamate C(C)(C)(C)OC(=O)N(C(OC(C)(C)C)=O)C1=NN2C(C=C(C=C2)C2=NC(=CC=C2)C=2C=NN(C2)C(C)C2=CC=C(C=C2)F)=N1